The molecule is a 19-membered cyclodepsipeptide isolated from Floridian marine cyanobacterium Lyngbya sp. It exhibits inhibitory activity towards the enzymes elastase and chymotrypsin. It has a role as a metabolite, a serine protease inhibitor and an EC 3.4.21.1 (chymotrypsin) inhibitor. It is a cyclodepsipeptide and a macrocycle. C[C@@H]1[C@@H](C(=O)N[C@H](C(=O)N[C@H]2CC[C@H](N(C2=O)[C@H](C(=O)N([C@H](C(=O)N[C@H](C(=O)O1)C(C)C)CC3=CC=C(C=C3)O)C)CC4=CC=CC=C4)O)CC(C)C)NC(=O)[C@H]([C@@H](C)O)NC(=O)[C@@H]5CCCN5C(=O)C